S(N)(OC[C@H]1OC2(O[C@@H]1C1=C(C=CC=C1)Cl)CCCCC2)(=O)=O ((2R,3R)-3-(2-chlorophenyl)-1,4-dioxaspiro[4.5]decan-2-yl)methyl sulfamate